O1C(CCC1)CS(=O)(=O)C1=C(OC2=C(C=C(C#N)C=C2)C(F)(F)F)C=CC=C1 4-(2-(((tetrahydrofuran-2-yl)methyl)sulfonyl)phenoxy)-3-(trifluoromethyl)benzonitrile